2-chloro-N-[4'-(3-hydroxy-3-methylbut-1-yn-1-yl)biphenyl-2-yl]nicotinamide ClC1=C(C(=O)NC2=C(C=CC=C2)C2=CC=C(C=C2)C#CC(C)(C)O)C=CC=N1